iron bismethionine N[C@@H](CCSC)C(=O)O.N[C@@H](CCSC)C(=O)O.[Fe]